propane-1,3-diyl diacrylate C(C=C)(=O)OCCCOC(C=C)=O